3-(((7-(1H-Pyrazol-4-yl)-2,3-dihydrofuro[3,2-c]pyridin-4-yl)amino)methyl)-N-(5-(2-(dimethylamino)ethoxy)pyridin-2-yl)benzamid N1N=CC(=C1)C=1C2=C(C(=NC1)NCC=1C=C(C(=O)NC3=NC=C(C=C3)OCCN(C)C)C=CC1)CCO2